C(C)OC(CCC(=O)C1=NC(=CC(=C1O)C#N)CC1=CC2=CC=CC=C2C=C1)=O 4-(4-Cyano-3-hydroxy-6-naphthalen-2-ylmethyl-pyridin-2-yl)-4-oxo-butyric acid ethyl ester